4-bromo-6-chloro-1-(cis-3-(ethylsulfonyl)cyclobutoxy)-2,7-naphthyridine BrC1=CN=C(C2=CN=C(C=C12)Cl)O[C@@H]1C[C@@H](C1)S(=O)(=O)CC